butyl (S)-2-(((tert-butyldiphenylsilyl)oxy)methyl)-4-(((trifluoromethyl)sulfonyl)oxy)-2,5-dihydro-1H-pyrrole-1-carboxylate [Si](C1=CC=CC=C1)(C1=CC=CC=C1)(C(C)(C)C)OC[C@H]1N(CC(=C1)OS(=O)(=O)C(F)(F)F)C(=O)OCCCC